ClC=1C=CC(=C(C1)NC(=S)NC1CN(C(C1)=O)C1CC1)C 1-(5-chloro-2-methylphenyl)-3-(1-cyclopropyl-5-oxopyrrolidin-3-yl)thiourea